2-(1-isopropylindol-5-yl)-4-(3-methoxy-phenyl)thiazole C(C)(C)N1C=CC2=CC(=CC=C12)C=1SC=C(N1)C1=CC(=CC=C1)OC